N[C@@H](CSC[C@H](N)C(=O)O)C(=O)O lanthionine